NC([C@H](CC1=CC=C(C=C1)C=1C=C2N(C(CNC2=CC1)=O)C)NC(=O)[C@H]1OCCCN(C1)C(=O)OC(C)(C)C)=O tert-butyl (2S)-2-({(2S)-1-amino-3-[4-(4-methyl-3-oxo-1,2,3,4-tetrahydroquinoxalin-6-yl)phenyl]-1-oxopropan-2-yl}carbamoyl)-1,4-oxazepane-4-carboxylate